2-((S)-1-[1,4]Dioxan-2-ylmethoxy)-9-(tetrahydro-pyran-4-ylmethoxymethyl)-6,7-dihydro-pyrimido[6,1-a]isoquinolin-4-one O1[C@@H](COCC1)COC1=NC(N2C(C3=CC=C(C=C3CC2)COCC2CCOCC2)=C1)=O